N-(cis-2-((2-fluorobiphenyl-3-yl)methyl)-1-isobutyrylpyrrolidin-3-yl)methanesulfonamide prop-2-enyl-2-cyclohexyloxyacetate (2-Propenyl-(cyclohexyloxy)acetate) C(=CC)C(C(=O)O)OC1CCCCC1.C(C=C)OC(COC1CCCCC1)=O.FC1=C(C=CC=C1C[C@@H]1N(CC[C@@H]1NS(=O)(=O)C)C(C(C)C)=O)C1=CC=CC=C1